C(#N)C=1C=C(C=CC1)C=1N=C(SC1C1=CC(=NC(=C1)C)C)NC(=O)N1CC(CC1)S(N)(=O)=O N-[4-(3-Cyanophenyl)-5-(2,6-dimethyl-4-pyridyl)thiazol-2-yl]-3-sulfamoyl-pyrrolidin-1-carboxamid